4-Chloro-6-(6-ethoxy-4-((1R,3S)-3-methyl-1-(4-methyl-4H-1,2,4-triazol-3-yl)cyclobutyl)pyridin-2-yl)-2-(((S)-3-methylpiperidin-1-yl)methyl)-1H-pyrrolo[2,3-c]pyridin-7(6H)-one ClC=1C2=C(C(N(C1)C1=NC(=CC(=C1)C1(CC(C1)C)C1=NN=CN1C)OCC)=O)NC(=C2)CN2C[C@H](CCC2)C